1-(2-chloropyrimidin-4-yl)-5-hydroxy-3-isopropyl-1H-benzo[d]imidazol ClC1=NC=CC(=N1)N1CN(C2=C1C=CC(=C2)O)C(C)C